2-((tert-butyldimethylsilyl) oxy)-3-hydroxypropyl 4-methylbenzenesulfonate CC1=CC=C(C=C1)S(=O)(=O)OCC(CO)O[Si](C)(C)C(C)(C)C